N1C(=NC2=C1C=CC=C2)CCNCCC=2SC=1N=CN=C(C1N2)NCC2=NC=CC=N2 2-(2-{[2-(1H-1,3-benzodiazol-2-yl)ethyl]amino}ethyl)-N-[(pyrimidin-2-yl)methyl]-[1,3]thiazolo[5,4-d]pyrimidin-7-amine